F[C@@H]1CN(CC[C@@H]1OCC(C)(C)O)C(=O)OC(C)(C)C (3R,4S)-tert-butyl 3-fluoro-4-(2-hydroxy-2-methylpropoxy)piperidine-1-carboxylate